methyl {trans-4-[(5-{5-[(ethanesulfonyl)amino]-2-[4-(2-hydroxypropan-2-yl)-2,6-dimethylphenoxy]phenyl}-1-methyl-2-oxo-1,2-dihydropyridin-4-yl)oxy]cyclohexyl}carbamate C(C)S(=O)(=O)NC=1C=CC(=C(C1)C=1C(=CC(N(C1)C)=O)O[C@@H]1CC[C@H](CC1)NC(OC)=O)OC1=C(C=C(C=C1C)C(C)(C)O)C